ClC1=C(C#N)C(=C(C(=N1)C(C)CC)Cl)C(C)CC 2,5-dichloro-4,6-di-sec-butyl-nicotinonitrile